N-(1-(2-(((1H-pyrrolo[3,2-c]pyridine-2-yl)methyl)amino)-2-oxoethyl)-6-oxo-2-phenyl-1,6-dihydropyrimidin-5-yl)-3-(thiazol-2-yl)benzamide N1C(=CC=2C=NC=CC21)CNC(CN2C(=NC=C(C2=O)NC(C2=CC(=CC=C2)C=2SC=CN2)=O)C2=CC=CC=C2)=O